6-(3-cyclopropyl-1H-1,2,4-triazol-5-yl)-2-azaspiro[3.3]heptane C1(CC1)C1=NNC(=N1)C1CC2(CNC2)C1